FC1(CN(CC1)C1=CC=C2C(=C1)OCC1=C2NC2=CC=CC=C2C1=O)F 3-(3,3-difluoropyrrolidin-1-yl)-6,12-dihydro-7H-chromeno[4,3-b]quinolin-7-one